5-chloro-2-{1-[(1R)-1-(4-chlorophenyl)-7-fluoro-5-[1-hydroxy-1-(1-methylpiperidin-4-yl)ethyl]-1-methoxy-3-oxo-2,3-dihydro-1H-isoindol-2-yl]methyl}benzoic acid ClC=1C=CC(=C(C(=O)O)C1)CN1[C@@](C2=C(C=C(C=C2C1=O)C(C)(C1CCN(CC1)C)O)F)(OC)C1=CC=C(C=C1)Cl